COC(NCCN1CCN(CC1)CCOC1=CC=C2C(=CC=NC2=C1)NC1=CN=NC(=C1)C1=C(C=CC(=C1)Cl)F)=O Methyl-N-[2-(4-{2-[(4-{[6-(5-Chloro-2-Fluorophenyl)Pyridazin-4-yl]Amino}Quinolin-7-yl)Oxy]Ethyl}Piperazin-1-yl)Ethyl]Carbamat